ethyl (S)-indoline-2-carboxylate hydrochloride Cl.N1[C@@H](CC2=CC=CC=C12)C(=O)OCC